FC=1C=C(C(=O)NC)C=C(C1C=1N=C2N(C=CC(=C2)C)C1CN1CCOCC1)F 3,5-difluoro-4-(7-methyl-3-morpholinomethylimidazo[1,2-a]pyridin-2-yl)-N-methylbenzamide